C(C)(C)(C)C1=CC=C(C=C1)NCCN(CCCCOC)CCOCC N1-(4-(tert-butyl)phenyl)-N2-(2-ethoxyethyl)-N2-(4-methoxybutyl)ethane-1,2-diamine